C(C\C=C/CCC=C)O (Z)-3,7-octadien-1-ol